C(#N)C1=CC(=C(COC2=CC=CC(=N2)[C@@]2(CN(CC2)CC2=NC3=C(N2C[C@H]2OCC2)C=C(C=C3)C(=O)O)C)C=C1)F 2-(((S)-3-(6-((4-cyano-2-fluorobenzyl)oxy)pyridin-2-yl)-3-methylpyrrolidin-1-yl)methyl)-1-((S)-oxetan-2-ylmethyl)-1H-benzo[d]imidazole-6-carboxylic acid